2,2'-difluoro-6'-methoxy-[1,1'-biphenyl]-3-carboxylic acid FC1=C(C=CC=C1C(=O)O)C1=C(C=CC=C1OC)F